acryloyloxyethyl-(2-bromoethyl) hydrogen phosphate P(=O)(OCC(Br)CCOC(C=C)=O)(O)[O-]